COC1=CC=C(/C=C/C=2OC(CN2)=O)C=C1 2-[(E)-4-methoxystyryl]oxazol-5(4H)-one